C1(CC1)CCC(N1C(CCCC1=O)=O)C=1C=CC(=C(C1)NC(OC)=O)F (+)-methyl 5-(3-cyclopropyl-1-(2,6-dioxopiperidin-1-yl) propyl)-2-fluorophenylcarbamate